C1(CCCC1)N1C(C(=CC2=C1N=C(N=C2)S(=O)(=O)C)C(F)F)=O 8-cyclopentyl-6-(difluoromethyl)-2-methylsulfonyl-pyrido[2,3-d]pyrimidin-7-one